tert-Butyl 4-(4-[3-cyano-4-[(1S)-1-(pyridin-2-yl)ethoxy]pyrazolo[1,5-a]pyridin-6-yl]-5-methylpyrazol-1-yl)piperidine-1-carboxylate C(#N)C=1C=NN2C1C(=CC(=C2)C=2C=NN(C2C)C2CCN(CC2)C(=O)OC(C)(C)C)O[C@@H](C)C2=NC=CC=C2